Cl.FC1=C(C=CC=C1C=1N=C(SC1C1=NC(=NC=C1)NC(C)C)C1CCNCC1)C(CC)S(=O)(=O)N (2-fluoro-3-{5-[2-(isopropylamino)pyrimidin-4-yl]-2-(piperidin-4-yl)-1,3-thiazol-4-yl}phenyl)propane-1-sulfonamide hydrochloride salt